3-((5-((3S,4S)-4-amino-3-methyl-2-oxa-8-azaspiro[4.5]dec-8-yl)-6-(hydroxymethyl)pyrazin-2-yl)thio)-2-chloro-6,7,8,9-tetrahydro-5H-pyrido[3,2-b]indol-8-ol formate salt C(=O)O.N[C@@H]1[C@@H](OCC12CCN(CC2)C=2N=CC(=NC2CO)SC2=CC=1NC=3CCC(CC3C1N=C2Cl)O)C